N1(CCNCC1)C1=CC=C(N=N1)C(=O)N1CCC(CC1)CCCCNC(\C=C\C=1C=NC=CC1)=O (E)-N-(4-(1-(6-(piperazin-1-yl)pyridazin-3-carbonyl)piperidin-4-yl)butyl)-3-(pyridin-3-yl)Acrylamide